tri(3-ethyl-2-methyl-3-pentyl) citrate C(CC(O)(C(=O)OC(C(C)C)(CC)CC)CC(=O)OC(C(C)C)(CC)CC)(=O)OC(C(C)C)(CC)CC